Cl.FC1(C2(CCNCC12)C1=CC=CC=C1)F 7,7-difluoro-6-phenyl-3-azabicyclo[4.1.0]heptane hydrochloride